C(C=C)[C@]1([C@H](N(C[C@H]1O)C(=O)OC(C)(C)C)C(=O)OC)CCCO[Si](C)(C)C(C)(C)C (2S,3S,4S)-1-tert-butyl 2-methyl 3-allyl-3-(3-((tert-butyldimethylsilyl)oxy)propyl)-4-hydroxypyrrolidine-1,2-dicarboxylate